tert-butyl (4R)-4-[(1S)-5-(6-tert-butyl-2-fluoro-5-methyl-pyrrolo[2,3-b]pyrazin-3-yl)-5-hydroxy-1-isobutyl-pentyl]-2,2-dimethyl-oxazolidine-3-carboxylate C(C)(C)(C)C1=CC=2C(=NC(=C(N2)F)C(CCC[C@@H](CC(C)C)[C@H]2N(C(OC2)(C)C)C(=O)OC(C)(C)C)O)N1C